N-{3-[4-(5-ethynylpyridin-3-yl)-6-oxo-1,6-dihydropyrimidin-2-yl]-4-(trifluoromethyl)benzyl}isobutyramide C(#C)C=1C=C(C=NC1)C=1N=C(NC(C1)=O)C=1C=C(CNC(C(C)C)=O)C=CC1C(F)(F)F